O[C@@H]1C[C@H](NC1)C(=O)NCC1=C(C=C(C=C1)C1=C(N=CS1)C)O (2S,4R)-4-hydroxy-N-(2-hydroxy-4-(4-methylthiazol-5-yl)benzyl)pyrrolidine-2-carboxamide